ClC1=C(C(=O)NC2=C3C=NN(C3=CC=C2)C=2N=CSC2)C=C(C=C1)CNC(C(CO)(C)C)=O 2-chloro-5-{[(3-hydroxy-2,2-dimethylpropionyl)amino]methyl}-N-[1-(1,3-thiazol-4-yl)-1H-indazol-4-yl]benzamide